CC1=CC=CC(=N1)NC(=O)[C@H]1N([C@@H]2CC[C@H]1C2)C(CN2C=C(C1=CC=CC=C21)C(=O)N)=O 1-(2-((1R,3S,4S)-3-(6-methylpyridin-2-ylcarbamoyl)-2-azabicyclo[2.2.1]heptan-2-yl)-2-oxoethyl)-1H-indole-3-carboxamide